ethyl (Z)-2-(4-(4-chlorophenyl)-3,9-dimethyl-8-oxo-8,9-dihydropyrazolo[3,4-c]pyrido[3,4-e]azepin-6(3H)-ylidene)acetate ClC1=CC=C(C=C1)C1=N\C(\C=2C(C3=C1N(N=C3)C)=CN(C(C2)=O)C)=C/C(=O)OCC